F[SiH](CN(C(C)C)C(C)C)F Difluoro-di-iso-propylaminomethylsilane